N-((2-(2-(1,3-dimethyl-2,4-dioxo-1,3,8-triazaspiro[4.5]decan-8-yl)pyrimidin-4-yl)-1,6-naphthyridin-7-yl)methyl)-6-methyl-5-(methylsulfonyl)nicotinamide CN1C(N(C(C12CCN(CC2)C2=NC=CC(=N2)C2=NC1=CC(=NC=C1C=C2)CNC(C2=CN=C(C(=C2)S(=O)(=O)C)C)=O)=O)C)=O